N[C@@H](CCC(=O)[O-])C(=O)[O-].[Ca+2] calcium glutamate salt